FC=1C2=CN(N=C2C=CC1C1=CN(C2=NC(=CN=C21)N2C1CC(CC2CC1)NC(OC(C)(C)C)=O)COCC[Si](C)(C)C)C tert-Butyl N-[endo-8-[7-(4-fluoro-2-methyl-2H-indazol-5-yl)-5-{[2-(trimethylsilyl)ethoxy] methyl}-5H-pyrrolo[2,3-b]pyrazin-3-yl]-8-azabicyclo[3.2.1]octan-3-yl]carbamate